1-(3-cyclopropylphenyl)ethan-1-ol C1(CC1)C=1C=C(C=CC1)C(C)O